C(C)N(CC(COCC(CN(CC)CC)O)O)CC di(3-diethylamino-2-hydroxypropyl) ether